C1(=CC=CC=C1)C1=CC=C(C=C1)C=1[CH-]C=CC1.[CH-]1C=CC=C1.[Fe+2] 2-[4-phenylphenyl]ferrocene